ClC1=NC(=NC(=C1F)OC)C1=NN(C(=C1)C1=NOC=C1)CC1=C(C=CC=C1)F 3-(4-chloro-5-fluoro-6-methoxypyrimidin-2-yl)-1-(2-fluorobenzyl)-1H-pyrazol-5-yl-isoxazole